C(C)NC(=O)N1C(C(CCC1)C1=NNC=N1)CO[C@@H]1CC[C@@H](CC1)C(C)C N-ethyl-2-((((CIS)-4-isopropylcyclohexyl)oxy)methyl)-3-(1H-1,2,4-triazol-3-yl)piperidine-1-carboxamide